3-(4-amino-2-nitrophenyl)-5,6-dihydro-2H-pyridine NC1=CC(=C(C=C1)C=1CNCCC1)[N+](=O)[O-]